BrC1=CC=C2C3(CC=4C(=NOC4C2=C1)NS(=O)(=O)CC1CCCC1)CC3 N-(8'-bromo-4'H-spiro[cyclopropane-1,5'-naphtho[2,1-d]isoxazol]-3'-yl)-1-cyclopentylmethanesulfonamide